C(C1=CC=CC=C1)OC(=O)NC12CC(C1)(C2)N2C(N1[C@@H]([C@H](N(CC1)C(=O)OC(C)(C)C)C(=O)OC)C2)=O 7-(tert-butyl) 8-methyl (8S,8aR)-2-(3-(((benzyloxy) carbonyl) amino) bicyclo[1.1.1]Pentane-1-yl)-3-oxohexahydroimidazo[1,5-a]Pyrazine-7,8(1H)-dicarboxylate